isopropyl (2S,3S)-5-((E)-3-ethoxy-3-oxoprop-1-en-1-yl)-2-(4-hydroxyphenyl)-2,3-dihydrobenzofuran-3-carboxylate C(C)OC(/C=C/C=1C=CC2=C([C@@H]([C@H](O2)C2=CC=C(C=C2)O)C(=O)OC(C)C)C1)=O